NC=1N=NC(=CC1N1CCN(CC1)CC=1C=C2C(N(C(C2=CC1)=O)N1C(NC(CC1)=O)=O)=O)C1=C(C=CC=C1)O 5-((4-(3-amino-6-(2-hydroxyphenyl)pyridazin-4-yl)piperazin-1-yl)methyl)-2-(2,4-dioxotetrahydropyrimidine-1(2H)-yl)isoindoline-1,3-dione